C(=O)(O)CN(CCN(CC(=O)O)CCCC)CC(=O)O N-[2-[bis(carboxymethyl)amino]ethyl]-N-butyl-glycine